2-methyl-N-((R)-1-(naphthalen-1-yl)ethyl)-5-((((S)-pyrrolidin-2-yl)methyl)amino)benzamide dihydrochloride Cl.Cl.CC1=C(C(=O)N[C@H](C)C2=CC=CC3=CC=CC=C23)C=C(C=C1)NC[C@H]1NCCC1